C1(CCCCC1)C[C@H](C(C)C)NC(=O)[C@@H]1N(CC2=CC(=CC=C2C1)O)C (3R)-N-[(1R)-1-(Cyclohexylmethyl)-2-methylpropyl]-7-hydroxy-2-methyl-1,2,3,4-tetrahydroisoquinoline-3-carboxamide